tert-Butyl 2-[[3-(tert-butoxycarbonylamino)cyclobutanecarbonyl]amino]-4-methyl-thiazole-5-carboxylate C(C)(C)(C)OC(=O)NC1CC(C1)C(=O)NC=1SC(=C(N1)C)C(=O)OC(C)(C)C